FC1(CC(C(CC1)C1=NC=CC(=C1NC(=O)C=1C=NC(=NC1)OC)C1=C(C=CC(=C1)F)F)C)F N-(2-(syn-4,4-difluoro-2-methylcyclohexyl)-4-(2,5-difluorophenyl)pyridin-3-yl)-2-methoxypyrimidine-5-carboxamide